C(C)N(C(CC)=O)CCO N-ethyl-N-(2-hydroxyethyl)propionamide